(S)-pyrrolidine-2-carboxylic acid methyl ester hydrochloride Cl.COC(=O)[C@H]1NCCC1